(S)-1-((S)-1-(2-((S)-amino(4,4-difluorocyclohexyl)methyl)imidazo[1,2-b]pyridazin-7-yl)-2-cyclopropyloxyethyl)-4-(trifluoromethyl)imidazolidin-2-one N[C@H](C=1N=C2N(N=CC(=C2)[C@@H](COC2CC2)N2C(N[C@@H](C2)C(F)(F)F)=O)C1)C1CCC(CC1)(F)F